ethyl (Z)-2-(((2-bromo-5-chlorophenyl)amino)(methylthio)methylene)-3-oxobutanoate BrC1=C(C=C(C=C1)Cl)N/C(/SC)=C(/C(=O)OCC)\C(C)=O